C(=O)O.ClC1=NC(=CC(=C1)C1=C(N=C(S1)NC(=O)N1C[C@@H](NCC1)C(C)(C)O)C1=CC(=CC=C1)C#N)C (3R)-N-[5-(2-chloro-6-methyl-4-pyridyl)-4-(3-cyanophenyl)thiazol-2-yl]-3-(1-hydroxy-1-methylethyl)piperazine-1-carboxamide formate